C(=O)O.N1C=CC2=CC(=CC=C12)C(=O)N indole-5-carboxamide formate